C1(CC1)C([C@@H](C(=O)NC1=C(C=C(C=C1)[C@@H](C(NC(C(F)(F)F)CO)=O)C)F)NC(=O)C1=CC=NN1C(C)C)C1CC1 N-((2S)-1,1-dicyclopropyl-3-((2-fluoro-4-((2S)-1-oxo-1-((1,1,1-trifluoro-3-hydroxypropan-2-yl)amino)propan-2-yl)phenyl)amino)-3-oxopropan-2-yl)-1-isopropyl-1H-pyrazole-5-carboxamide